(R)-2-hydroxy-4-((tetrahydrofuran-3-yl)oxy)cyclohepta-2,4,6-trien-1-one OC=1C(C=CC=C(C1)O[C@H]1COCC1)=O